C(C[As](C1=CC=CC=C1)C1=CC=CC=C1)[As](C1=CC=CC=C1)C1=CC=CC=C1 ethylenebis(diphenylarsine)